monobromostyrene BrC=CC1=CC=CC=C1